FC(C(=O)O)(F)F.FC(C(=O)O)(F)F.C(C1=C[N+](=CC=C1)[O-])(=O)N nicotinamide 1-oxide bistrifluoroacetate salt